5-bromo-2-methyl-benzenesulfonamide BrC=1C=CC(=C(C1)S(=O)(=O)N)C